2-((2-(4-(2-((6-(5-(((cyclohexyloxy)carbonyl)amino)-6-methylpyridin-3-yl)benzo[d]thiazol-2-yl)amino)ethyl)piperazin-1-yl)pyrimidin-5-yl)oxy)acetic acid C1(CCCCC1)OC(=O)NC=1C=C(C=NC1C)C1=CC2=C(N=C(S2)NCCN2CCN(CC2)C2=NC=C(C=N2)OCC(=O)O)C=C1